NC1=CC=C(C=N1)C(=O)NCC=1N=C2N(C=C(C=C2)CNCC2CCCCC2)C1 6-amino-N-[(6-{[(cyclohexylmethyl)amino]methyl}imidazo[1,2-a]pyridin-2-yl)methyl]pyridine-3-carboxamide